F[C@@H]1[C@H](C1)C(=O)NC1=CC(=C(N=N1)C(=O)NC([2H])([2H])[2H])NC1=NC=CC2=C1N([C@@H](C=1N2N=NC1C)C)C |o1:1,2,28| rel-6-((1R,2S)-2-fluorocyclopropane-1-carboxamido)-N-(methyl-d3)-4-(((R)-3,4,5-trimethyl-4,5-dihydropyrido[3,4-e][1,2,3]triazolo[1,5-a]pyrazin-6-yl)amino)pyridazine-3-carboxamide